4-(4-isopropyl-2,5-dioxoimidazolidin-4-yl)-3-methylbenzoic acid C(C)(C)C1(NC(NC1=O)=O)C1=C(C=C(C(=O)O)C=C1)C